C(CC)SSCCCC(C(=O)O)CCCCCC 2-(3-(propyldisulfanyl)propyl)octanoic acid